5-nitro-1-(4-nitrophenyl)benzo[d][1,3,2]thiaselenazol-1-one [N+](=O)([O-])C=1C=CC2=C([Se]NS2(=O)C2=CC=C(C=C2)[N+](=O)[O-])C1